O1CCN(CCC1)S(=O)(=O)C=1C=C(N)C=CC1C 3-((1,4-oxazepan-4-yl)sulfonyl)-4-methylaniline